[3-[6-(1,1-dioxo-1,4-thiazinan-4-yl)-3-pyridinyl]azetidin-1-yl]-[3-(1H-1,2,4-triazol-5-yl)pyrrolidin-1-yl]methanone O=S1(CCN(CC1)C1=CC=C(C=N1)C1CN(C1)C(=O)N1CC(CC1)C1=NC=NN1)=O